ClC1=CC(N(C=C1)C[C@]1(C(CN(CC1)C(=O)OC(C)(C)C)(C)C)O)=O tert-Butyl (S)-4-((4-chloro-2-oxopyridin-1(2H)-yl)methyl)-4-hydroxy-3,3-dimethylpiperidine-1-carboxylate